(3-{2-[(6R)-5-[(2E)-4-(dimethylamino)but-2-enoyl]-5-azaspiro[2.4]heptan-6-yl]ethynyl}pyridin-4-yl)-3-[(3-fluoro-2-methoxyphenyl)amino]-1H,5H,6H,7H-pyrrolo[3,2-c]pyridin-4-one CN(C/C=C/C(=O)N1CC2(CC2)C[C@@H]1C#CC=1C=NC=CC1N1C=C(C=2C(NCCC21)=O)NC2=C(C(=CC=C2)F)OC)C